1,5-bis(4-hexadecyloxy-3-methoxyphenyl)-3-oxo-1,5-pentane-disulfonic Acid Diammonium Salt [NH4+].[NH4+].C(CCCCCCCCCCCCCCC)OC1=C(C=C(C=C1)C(CC(CC(S(=O)(=O)[O-])C1=CC(=C(C=C1)OCCCCCCCCCCCCCCCC)OC)=O)S(=O)(=O)[O-])OC